4-(1-(4-Bromo-6,7-difluoro-1-(triisopropylsilyl)-1H-indol-5-yl)ethyl)picolinonitrile BrC1=C2C=CN(C2=C(C(=C1C(C)C1=CC(=NC=C1)C#N)F)F)[Si](C(C)C)(C(C)C)C(C)C